NCCCCO 4-amino-1-hydroxybutane